[Sb].C(CS)(=O)OCCCCCC(C)C isooctyl thioglycolate antimony salt